FC1=C2C(C(N3C(C2=CC=C1)(O3)C=3C=NC1=CC=CC=C1C3)(C)C)(C)C 5-fluoro-3,3,4,4-tetramethyl-8b-quinolin-3-yl-4,8b-dihydro-3H-oxaziridino[3,2-a]isoquinoline